2-[(4R)-3,3-difluoro-1-methylpiperidin-4-yl]-N-[(3R,4R)-4-methyl-1-[8-(trifluoromethyl)quinolin-5-yl]pyrrolidin-3-yl]acetamide FC1(CN(CC[C@@H]1CC(=O)N[C@H]1CN(C[C@H]1C)C1=C2C=CC=NC2=C(C=C1)C(F)(F)F)C)F